O1CCN(C2=C1C=CC=C2)NC(=O)C=2C=NC1=C(C=CC=C1C2N2CCOCC2)C2=C(C=C(C(=C2)F)F)F N-(2,3-dihydro-1,4-benzoxazin-4-yl)-4-morpholino-8-(2,4,5-trifluorophenyl)quinoline-3-carboxamide